C([C@H](O)C(C)(C)CO)(=O)C1(O)[C@H](O)[C@@H](O)[C@H](O[C@H]2[C@H](O)[C@@H](O)[C@@H](O)[C@H](O2)CO)[C@H](O1)CO pantoyllactose